C(C=C)(=O)NC=1C(=CC(=C(C1)NC1=NC=C(C(=N1)N1CC(C2=NC(=CC=C21)C)(C)C)C(=O)OC(C)C)OC)N2CCN(CC2)CC isopropyl 2-((5-acrylamido-4-(4-ethylpiperazin-1-yl)-2-methoxyphenyl)amino)-4-(3,3,5-trimethyl-2,3-dihydro-1H-pyrrolo[3,2-b]pyridin-1-yl)pyrimidine-5-carboxylate